OCCNC(=O)C1=NNC2=CC(=CC=C12)C=1C=NC(=C(C1)C(NCC1=C(C=CC=C1)OC(F)(F)F)=O)OC N-(2-hydroxyethyl)-6-[6-methoxy-5-({[2-(trifluoromethoxy)phenyl]methyl}carbamoyl)pyridin-3-yl]-1H-indazole-3-carboxamide